SN1NC(=CC(=N1)S)S 2,4,6-trimercapto-triazine